[N+](=O)([O-])C=1C=C(C(=O)NC(C(=O)O)C2=CC=CC=C2)C=C(C1)[N+](=O)[O-] N-(3,5-dinitrobenzoyl)-alpha-phenylglycine